4-chloro-1-methyl-5-(4,4,5,5-tetramethyl-1,3,2-dioxaborolan-2-yl)pyrazole ClC=1C=NN(C1B1OC(C(O1)(C)C)(C)C)C